COC(=O)C=1C(=NOC1C1CC1)C1=C(C=CC=C1F)F 5-cyclopropyl-3-(2,6-difluorophenyl)isoxazole-4-carboxylic acid methyl ester